5-(4-chloro-2-fluorophenyl)-7-((2S)-2-(1-ethenyl-1H-pyrazol-4-yl)-4-morpholinyl)-2,3-dimethylpyrido[4,3-d]pyrimidin-4(3H)-one ClC1=CC(=C(C=C1)C1=NC(=CC=2N=C(N(C(C21)=O)C)C)N2C[C@@H](OCC2)C=2C=NN(C2)C=C)F